2-[6-[6-(2,6-diazaspiro[3.3]heptan-2-yl)-3-pyridinyl]-4-fluoro-1-oxo-isoindolin-2-yl]-2-(6,7-dihydro-5H-pyrrolo[1,2-c]imidazol-1-yl)-N-thiazol-2-yl-acetamide C1N(CC12CNC2)C2=CC=C(C=N2)C2=CC(=C1CN(C(C1=C2)=O)C(C(=O)NC=2SC=CN2)C2=C1N(C=N2)CCC1)F